tert-Butyl N-(piperidin-3-yl)methylcarbamate N1CC(CCC1)CNC(OC(C)(C)C)=O